Cl.CNC1CC=2C(=CSC2)C=CC1 N-methyl-5,6-dihydro-4H-cyclohepta[c]thiophen-5-amine hydrochloride